OCCOC1=C(C=C(C=C1C1=CC2=CC=CC=C2C=C1)C(C)(C)C1=CC(=C(OCCO)C(=C1)C1=CC2=CC=CC=C2C=C1)C1=CC2=CC=CC=C2C=C1)C1=CC2=CC=CC=C2C=C1 2-[4-[1-[4-(2-hydroxyethoxy)-3,5-di(naphthalen-2-yl)phenyl]-1-methyl-ethyl]-2,6-di(naphthalen-2-yl)phenoxy]ethanol